Cl.BrC1=C2CCC[C@@H](C2=CC=C1)N (S)-5-bromo-1,2,3,4-tetrahydronaphthalen-1-amine hydrochloride